5-[4-(dimethylamino)piperidin-1-yl]-N-{8-fluoro-2-methylimidazo[1,2-a]pyridin-6-yl}-2-methylquinoline-8-carboxamide CN(C1CCN(CC1)C1=C2C=CC(=NC2=C(C=C1)C(=O)NC=1C=C(C=2N(C1)C=C(N2)C)F)C)C